methyl 2-butyramido-4-(2-(6-(2,5-dioxo-2,5-dihydro-1H-pyrrol-1-yl)hexanamido)phenyl)-4-oxobutanoate C(CCC)(=O)NC(C(=O)OC)CC(=O)C1=C(C=CC=C1)NC(CCCCCN1C(C=CC1=O)=O)=O